2-((2S,4S)-1-(but-2-ynoyl)-4-(6,8-dichloro-4-(((S)-1-methylpyrrolidin-2-yl)methoxy)-7-(quinolin-8-yl)-1H-[1,2,3]triazolo[4,5-c]quinolin-1-yl)piperidin-2-yl)acetonitrile C(C#CC)(=O)N1[C@@H](C[C@H](CC1)N1N=NC=2C(=NC=3C(=C(C(=CC3C21)Cl)C=2C=CC=C1C=CC=NC21)Cl)OC[C@H]2N(CCC2)C)CC#N